C(C)C1=C(CN2C[C@H](CC2)C(=O)O)C=CC(=C1)/C(/C)=N/OCC1=CC(=C(C=C1)N1CCCCC1)C (S,E)-1-(2-ethyl-4-(1-(((3-methyl-4-(piperidin-1-yl)benzyl)oxy)imino)ethyl)benzyl)pyrrolidine-3-carboxylic acid